tert-butyl (1-oxopropan-2-yl)carbamate O=CC(C)NC(OC(C)(C)C)=O